Isopropyl-((R)-(((2S,3S,4R,5R)-5-(4-amino-2-oxopyrimidin-1(2H)-yl)-2,4-difluoro-3-hydroxy-4-methyltetrahydrofuran-2-yl)methoxy)(phenoxy)phosphoryl)-L-alaninat C(C)(C)N([C@@H](C)C(=O)[O-])[P@](=O)(OC1=CC=CC=C1)OC[C@]1(O[C@H]([C@]([C@@H]1O)(C)F)N1C(N=C(C=C1)N)=O)F